2-(5-(4'-carbamoyl-[1,1'-biphenyl]-3-yl)-2-(cyclopropylmethyl)-1-(3-fluoro-4-sulfamoylbenzyl)-1H-pyrrol-3-yl)thiazole-4-carboxylic acid C(N)(=O)C1=CC=C(C=C1)C1=CC(=CC=C1)C1=CC(=C(N1CC1=CC(=C(C=C1)S(N)(=O)=O)F)CC1CC1)C=1SC=C(N1)C(=O)O